C(C=C)[C@@H]1[C@H](C1)C(=O)O (1S,2S)-2-allyl-cyclopropane-1-carboxylic acid